C(CCCCCCCCCCC)N.C(CCCCCCC)OP(=O)(OCCCCCCCC)O.N(=[N+]=[N-])CC(=O)C1OC2=C(C1)C=CC=C2 azido-1-(2,3-dihydrobenzofuran-2-yl)ethanone Dioctyl-phosphate dodecylamine salt